(R)-2-(4-((1-(2-cyanoacetyl)piperidin-3-yl)amino)-1H-pyrrolo[2,3-b]pyridin-5-yl)-N-methylthiazole-5-carboxamide C(#N)CC(=O)N1C[C@@H](CCC1)NC1=C2C(=NC=C1C=1SC(=CN1)C(=O)NC)NC=C2